ethyl (S)-2-hydroxypropanoate O[C@H](C(=O)OCC)C